Para-hydroxyphenyl-lactic acid OC1=CC=C(C=C1)C(C(=O)O)(O)C